propynyl (4-nitro)phenyl ether [N+](=O)([O-])C1=CC=C(C=C1)OC#CC